tert-butyl (R)-3-((2-methyl-6-nitrophenyl)amino)azepane-1-carboxylate CC1=C(C(=CC=C1)[N+](=O)[O-])N[C@H]1CN(CCCC1)C(=O)OC(C)(C)C